1-(2-chloropyridin-4-yl)-3-(5-oxo-1-phenylpyrrolidin-3-yl)urea ClC1=NC=CC(=C1)NC(=O)NC1CN(C(C1)=O)C1=CC=CC=C1